((S)-4-(3-amino-6-(2-hydroxyphenyl)pyridazin-4-yl)-2-methylpiperazin-1-yl)((S)-tetrahydrofuran-2-yl)methanone NC=1N=NC(=CC1N1C[C@@H](N(CC1)C(=O)[C@H]1OCCC1)C)C1=C(C=CC=C1)O